C(C)OC(CN1N=C(C=C1Br)Br)=O 2-(3,5-dibromo-1H-pyrazol-1-yl)acetic acid ethyl ester